N-(4-(4-amino-5-(4-cyclobutoxyphenyl)pyrazolo[5,1-f][1,2,4]triazin-6-yl)-3-fluorophenyl)acrylamide NC1=NC=NN2C1=C(C(=N2)C2=C(C=C(C=C2)NC(C=C)=O)F)C2=CC=C(C=C2)OC2CCC2